rac-5-[4-Amino-2-(N-(2-amino-1-methyl-2-oxoethyl)-4-fluoroanilino)thiazol-5-carbonyl]-N-(1-bicyclo[1.1.1]-pentanyl)isoxazol-3-carboxamid NC=1N=C(SC1C(=O)C1=CC(=NO1)C(=O)NC12CC(C1)C2)N(C2=CC=C(C=C2)F)[C@@H](C(=O)N)C |r|